(5r,7ar)-5-(methoxymethyl)-2-methylenetetrahydro-1H-pyrrolizine COC[C@@H]1N2CC(C[C@H]2CC1)=C